holmium-praseodymium-calcium-magnesium-zirconium [Zr].[Mg].[Ca].[Pr].[Ho]